3-hydroxyphenylphosphoryl-propionic acid OC=1C=C(C=CC1)P(=O)=C(C(=O)O)C